FC=1C=C(C=CC1)C(CC)=O 1-(3-fluorophenyl)propan-1-one